6-methyl-N-(7-methyl-[1,2,4]-triazolo[1,5-a]pyridin-6-yl)-2',3',5',6,6',7-hexahydrospiro[imidazo[1,2-e]purine-8,4'-pyran]-2-amine CN1CC2(CCOCC2)N2C=3N=C(N=CC3N=C21)NC=2C(=CC=1N(C2)N=CN1)C